OCCCO[Si](O)(O)C (3-hydroxypropoxy)-(methyl)silanediol